OC1=C(C(=CC(=C1)C(F)(F)F)C)C=1C=CC=2C(N1)=NN(C2)C[C@@H]2CC(NC2)=O (R)-4-((6-(2-hydroxy-6-methyl-4-(trifluoromethyl)phenyl)-2H-pyrazolo[3,4-b]pyridin-2-yl)methyl)pyrrolidin-2-one